BrC1=C(CBr)C=C(C=C1C(C)(C)C)C(C)(C)C 2-bromo-3,5-di-tert-butyl-benzyl bromide